tert-butyl N-[(3S)-1-[2-chloro-5-(3-oxo-4H-pyrido[3,2-b][1,4]oxazin-7-yl)-4-pyridyl]-3-piperidyl]carbamate ClC1=NC=C(C(=C1)N1C[C@H](CCC1)NC(OC(C)(C)C)=O)C1=CC=2OCC(NC2N=C1)=O